ClC=1C=CC(=C(C1)C=1C=C(C=2OCCNC2N1)NC1=CC(=NC=C1)C(=O)NC)F 4-{[6-(5-chloro-2-fluorophenyl)-2H,3H,4H-pyrido[3,2-b][1,4]-oxazin-8-yl]amino}-N-methyl-pyridine-2-carboxamide